5-(2,3-difluorophenyl)-3-(((6-methoxypyridin-2-yl)methyl)amino)-4H-benzo[e][1,2,4]thiadiazine 1,1-dioxide FC1=C(C=CC=C1F)C1=CC=CC2=C1NC(=NS2(=O)=O)NCC2=NC(=CC=C2)OC